4-fluoro-3-methyl-N-[(1s,4s)-4-{[2-(trifluoromethyl)quinolin-4-yl]amino}cyclohexyl]benzamide FC1=C(C=C(C(=O)NC2CCC(CC2)NC2=CC(=NC3=CC=CC=C23)C(F)(F)F)C=C1)C